5-((4-methoxy-2-nitrophenyl)amino)picolinic acid methyl ester COC(C1=NC=C(C=C1)NC1=C(C=C(C=C1)OC)[N+](=O)[O-])=O